(R)-1-(4-((1-cyanoethyl)amino)-5-(hydroxymethyl)pyridin-2-yl)-1H-pyrazolo[3,4-b]pyridine-5-carbonitrile C(#N)[C@@H](C)NC1=CC(=NC=C1CO)N1N=CC=2C1=NC=C(C2)C#N